OC=1C(N(C2=C(N1)SC(=C2)C=O)C2=CC(=C(C=C2)C)OC2=CC=CC=C2)=O 3-hydroxy-1-(4-methyl-3-phenoxyphenyl)-2-oxo-1,2-dihydrothieno[2,3-b]pyrazine-6-carbaldehyde